ethyl 2-(1-(tert-butyl)-3-methyl-1H-indazol-7-yl)acetate C(C)(C)(C)N1N=C(C2=CC=CC(=C12)CC(=O)OCC)C